4-((8-methyl-2,3-dihydro-1H-pyrido[2,3-b][1,4]oxazin-7-yl)amino)-N-(4-(4-methyl-2-oxopiperazin-1-yl)phenyl)-2-oxo-1,2-dihydropyridine-3-carboxamide CC1=C(C=NC=2OCCNC21)NC2=C(C(NC=C2)=O)C(=O)NC2=CC=C(C=C2)N2C(CN(CC2)C)=O